4-(((4-((1H-Indazol-5-yl)ethynyl)-[2,4'-bipyrimidin]-2'-yl)amino)methyl)tetrahydro-2H-thiopyran 1,1-dioxide N1N=CC2=CC(=CC=C12)C#CC1=NC(=NC=C1)C1=NC(=NC=C1)NCC1CCS(CC1)(=O)=O